5-Benzyloxy-4,6-dimethyl-1H-indole-2-carboxylic acid C(C1=CC=CC=C1)OC=1C(=C2C=C(NC2=CC1C)C(=O)O)C